C(=O)(O)C1=CC=C(OC2=CC=C(C3=CC=CC=C23)OC2=CC=C(C=C2)C(=O)O)C=C1 1,4-bis(4-carboxyphenoxy)naphthalene